4-[(1-isopropyl-4-piperidyl)methyl]piperidin C(C)(C)N1CCC(CC1)CC1CCNCC1